COC1=NC2=CC=CC=C2C(=C1)C1(CC1)C=1C(=C(C(=O)N)C=C(C1)OCC1N(CC1)C)C (1-(2-Methoxyquinolin-4-yl)cyclopropyl)-2-methyl-5-((1-methylazetidin-2-yl)methoxy)benzamide